FC(CC(C(=O)NC1=NC=CC(=C1)C1=C(C2=NC(=CC(=C2N1)C(C)(C)O)F)C1=NC=CC=C1)C1=CC=C(C=C1)F)F 4,4-Difluoro-N-{4-[5-fluoro-7-(2-hydroxypropan-2-yl)-3-(pyridin-2-yl)-1H-pyrrolo[3,2-b]pyridin-2-yl]pyridin-2-yl}-2-(4-fluorophenyl)butanamid